ClC1=NC=C(C=N1)N1C(C2(CCN(C2)C(=O)OC(C)(C)C)CC1)=O tert-butyl 7-(2-chloropyrimidin-5-yl)-6-oxo-2,7-diazaspiro[4.4]nonane-2-carboxylate